2-cyano-2-(pyrazin-2-yl)acetic acid tert-butyl ester C(C)(C)(C)OC(C(C1=NC=CN=C1)C#N)=O